FC=1C=2N(C=C(C1)C1=NC=C(C(=N1)C)C(=O)O[Na])C=C(N2)C [2-(8-fluoro-2-methyl-imidazo[1,2-a]pyridin-6-yl)-4-methyl-pyrimidine-5-carbonyl]oxysodium